BrC1=CC=CC=2C=3N(C(=NC12)[C@@](N)(C)C(=O)NCCC)N=C(N3)C=3C=NN(C3)C 2-[7-bromo-2-(1-methyl-1H-pyrazol-4-yl)[1,2,4]triazolo[1,5-c]quinazolin-5-yl]-N-propyl-D-alaninamide